(2S,4S)-4-methyl-5-oxo-2-phenyloxazolidine-3-carboxylic acid benzyl ester C(C1=CC=CC=C1)OC(=O)N1[C@@H](OC([C@@H]1C)=O)C1=CC=CC=C1